(2S,4S)-2-(3-phenethyl-1,2,4-oxadiazol-5-yl)-4-phenylpyrrolidine-1-carboxylic acid tert-butyl ester C(C)(C)(C)OC(=O)N1[C@@H](C[C@H](C1)C1=CC=CC=C1)C1=NC(=NO1)CCC1=CC=CC=C1